FC1=C(C=C(C=C1C)C1=C(C=CC=C1C)O)CCC(=O)O.BrC=1C=NC(=C(C(=O)N(C2COCOC2)C2CC2)C1)Cl 5-bromo-2-chloro-N-cyclopropyl-N-(1,3-dioxan-5-yl)nicotinamide 3-{4-fluoro-2'-hydroxy-5,6'-dimethyl-[1,1'-biphenyl]-3-yl}propanoate